N4-(14-amino-3,6,9,12-tetraoxatetradecyl)-2-methyl-N1-(5-methylthiazol-2-yl)terephthalamide NCCOCCOCCOCCOCCNC(C1=CC(=C(C(=O)NC=2SC(=CN2)C)C=C1)C)=O